[Cl-].C(C)[NH2+]CC diethyl-ammonium chloride